N-(3-chloro-2,6-diisopropylphenyl-carbamoyl)-4-(2-hydroxypropan-2-yl)-5-methylthiophene-2-sulfonamide ClC=1C(=C(C(=CC1)C(C)C)NC(=O)NS(=O)(=O)C=1SC(=C(C1)C(C)(C)O)C)C(C)C